C(CCNC([C@H](O)C(C)(C)CO)=O)(=O)[O-].[Na+] sodium pantothenate